The molecule is an Aspidosperma alkaloid with formula C21H24N2O4 found in Catharantheus lanceus. Note that the stereoconfiguration of the epoxy group is based on CHEBI:144374, and of the 19 hydroxy group on CHEBI:144372 (the same enzyme produces the two). It has a role as a plant metabolite. It is an Aspidosperma alkaloid, an organic heterohexacyclic compound, a tertiary amino compound, an epoxide, a methyl ester, a secondary amino compound and a secondary alcohol. It is a conjugate base of a hoerhammericine(1+). C[C@H]([C@]12CC(=C3[C@@]4([C@H]1N(CC4)C[C@H]5[C@@H]2O5)C6=CC=CC=C6N3)C(=O)OC)O